1-benzyl-6-(3,5-dimethylisoxazol-4-yl)-1H-imidazo[4,5-b]pyridin-2-amine C(C1=CC=CC=C1)N1C(=NC2=NC=C(C=C21)C=2C(=NOC2C)C)N